FC(C(=O)N1C(CCC1)C1=CC=C(C=C1)O)(F)F 2,2,2-trifluoro-1-(2-(4-hydroxyphenyl)pyrrolidin-1-yl)ethan-1-one